CCCC(C)(CC(=O)N[C@@H](CCC(=O)N)C(=O)[O-])O The molecule is an N(2)-acyl-L-glutaminate resulting from the deprotonation of the carboxy group of N(2)-(3-hydroxy-3-methylhexanoyl)-L-glutamine. The major species at pH 7.3. It is a conjugate base of a N(2)-(3-hydroxy-3-methylhexanoyl)-L-glutamine.